N12N3C=C(CC=C3CN(CC=CC1)C2)C(=O)N 1,2,9-triazatricyclo[7.4.1.02,7]tetradeca-3,6,11-triene-4-carboxamide